C(C)OC=1C=NC=CC1NC(OC(C)(C)C)=O tert-butyl (3-ethoxypyridin-4-yl)carbamate